1-(2,5-Difluorobenzyl)-1H-indazole FC1=C(CN2N=CC3=CC=CC=C23)C=C(C=C1)F